(R)-methyl (5-((2-amino-2-(fluoromethyl)-4-methylpentyl)oxy)-6-(difluoromethyl)-[2,4'-bipyridin]-2'-yl)carbamate N[C@@](COC=1C=CC(=NC1C(F)F)C1=CC(=NC=C1)NC(OC)=O)(CC(C)C)CF